C([C@H]1CO1)OC1=CC=CC=C1 |r| rac-phenyl glycidyl ether